1-[(3S)-3-(2,3-Dichloro-6-fluorophenyl)-3-{[2-(2-hydroxyethyl)-3-methylindazol-6-yl]amino}pyrrolidin-1-yl]prop-2-en-1-one ClC1=C(C(=CC=C1Cl)F)[C@@]1(CN(CC1)C(C=C)=O)NC=1C=CC2=C(N(N=C2C1)CCO)C